[I-].ClC1=[N+](C=CC2=C1C(=CN2C2CC2)I)CC 4-Chloro-1-cyclopropyl-5-ethyl-3-iodo-1H-pyrrolo[3,2-c]pyridin-5-ium iodide